FC(OC1=CC=C(C=C1)SC=1N=CC(=NC1)N1CCC2(C(C=3N(N=CC3)C2)N)CC1)(F)F 1-(5-((4-(trifluoromethoxy)phenyl)thio)pyrazin-2-yl)-4'H,6'H-spiro[piperidine-4,5'-pyrrolo[1,2-b]pyrazol]-4'-amine